The molecule is an amino acid zwitterion obtained by transfer of a proton from the carboxy to the amino group of 4-O-(beta-L-Araf)-cis-L-Hyp. It is a tautomer of a 4-O-(beta-L-Araf)-cis-L-Hyp. C1[C@@H](C[NH2+][C@@H]1C(=O)[O-])O[C@@H]2[C@@H]([C@H]([C@@H](O2)CO)O)O